FC(C(=O)O)(F)F.NCC1=C(C2=C(N=CO2)C(=C1)C1=CC=C(C=C1)OC(F)(F)F)C(CO)O 1-(6-(aminomethyl)-4-(4-(trifluoromethoxy)phenyl)benzo[d]oxazol-7-yl)ethane-1,2-diol 2,2,2-trifluoroacetate